BrC1=CC=C2C(=CNC2=C1F)S(=O)(=O)NC1=NC=C(C(=N1)OC)CCC#N 6-bromo-N-[5-(2-cyanoethyl)-4-methoxy-pyrimidin-2-yl]-7-fluoro-1H-indole-3-sulfonic acid amide